C(C)OC([C@@H](N(C1=CC=C(C=C1)F)C=1SC(=C(N1)Cl)C(=O)C1=NC(=NO1)C1=NC=CC=C1)C)=O |r| Rac-N-{4-chloro-5-[3-(pyridin-2-yl)-1,2,4-oxadiazole-5-carbonyl]-1,3-thiazol-2-yl}-N-(4-fluorophenyl)-alanine ethyl ester